BrC=1C=C(C=CC1)SC1=C(N=NN1)C(=O)OCC Ethyl 5-((3-bromophenyl) thio)-1H-1,2,3-triazole-4-carboxylate